P(=O)(OCCOCCOCCOCCOC)(OCCOCCOCCOCCOC)OCCOCCOCCOCCOC tris(2-(2-(2-(2-methoxyethoxy)ethoxy)ethoxy)ethyl) phosphate